ClC=1C=NC=C(C1[C@@H](C)OC=1C=C2C(=NNC2=CC1)C1=CC(=NC=C1)N)Cl 4-[5-[(1R)-1-(3,5-dichloro-4-pyridyl)ethoxy]-1H-indazol-3-yl]pyridin-2-amine